3,3,3-trifluoro-2-methyl-propanoic acid FC(C(C(=O)O)C)(F)F